(S)-N-(7-amino-2-oxo-1-(4-oxopyrimidin-1(4H)-yl)hept-3-yl)cyclopentanecarboxamide NCCCC[C@@H](C(CN1C=NC(C=C1)=O)=O)NC(=O)C1CCCC1